C(C=C)(=O)N1CCN(CC1)C1=CC(=NC=2CN(CCC12)C1=CC=CC2=CC=CC(=C12)C)C(=O)N[C@@H]1C[C@@H](CCC1)N(C)C rac-(cis,trans)-4-(4-acryloylpiperazin-1-yl)-N-(3-(dimethylamino)cyclohexyl)-7-(8-methylnaphthalen-1-yl)-5,6,7,8-tetrahydro-1,7-naphthyridine-2-carboxamide